methyl (2E)-2-[2-(bromomethyl)-3-methyl-phenyl]-2-methoxyimino-acetate BrCC1=C(C=CC=C1C)\C(\C(=O)OC)=N/OC